NC1=NNC(=N1)C(=O)O 3-amino-1H-1,2,4-triazol-5-carboxylic acid